4-[2-(2-Chloro-4-pyridinyl)ethynyl]-5-methyl-1-(6-methyl-3-pyridinyl)pyrrole-2-carboxylic acid ethyl ester C(C)OC(=O)C=1N(C(=C(C1)C#CC1=CC(=NC=C1)Cl)C)C=1C=NC(=CC1)C